(S)-2-((2-((3-(benzyloxy)-1-methyl-1H-indazol-6-yl)amino)-5-(3-(quinuclidin-4-yl)-1,2,4-oxadiazol-5-yl)pyrimidin-4-yl)amino)-2-phenylethan-1-ol C(C1=CC=CC=C1)OC1=NN(C2=CC(=CC=C12)NC1=NC=C(C(=N1)N[C@H](CO)C1=CC=CC=C1)C1=NC(=NO1)C12CCN(CC1)CC2)C